phenylbenzimidazole sodium [Na].C1(=CC=CC=C1)C=1NC2=C(N1)C=CC=C2